OC1=CC=C(C=C1)CCC(=O)O 3-(4-hydroxylphenyl)propionic acid